5'-methyl-4-pentyl-2'-(prop-1-en-2-yl)-3-(pyridin-2-yl)-1',2',3',4'-tetrahydro-[1,1'-biphenyl] CC=1CCC(C(C1)C1=CC(=C(C=C1)CCCCC)C1=NC=CC=C1)C(=C)C